CC=1N=C2N(N=C(C=C2C)C=2C=C(C(=NC2)N)C)C1 5-(2,8-dimethylimidazo[1,2-b]pyridazin-6-yl)-3-methylpyridin-2-amine